7-methyl-2,3-dihydrobenzo[4,5]imidazo[2,1-b]thiazol-6-amine CC=1C(=CC2=C(N=C3SCCN32)C1)N